NC=1C2=C(N=CN1)N(C=C2)[C@@H]2O[C@@H]([C@H]([C@H]2O)O)[C@](C)(O)C=2C=C1CCC1=CC2 (2R,3R,4S,5S)-2-(4-amino-7H-pyrrolo[2,3-d]pyrimidin-7-yl)-5-((R)-1-(bicyclo[4.2.0]oct-1,3,5-trien-3-yl)-1-hydroxyethyl)tetrahydrofuran-3,4-diol